C(C1CCC(CC1)N)C1CCC(CC1)N 4,4'-Methylene-bis(cyclohexylamine)